5-chloro-N-methylpyrazolo[1,5-a]pyrimidin-7-amine ClC1=NC=2N(C(=C1)NC)N=CC2